benzyl N-(4-((S)-2-((S)-2-((tert-butoxycarbonyl)amino)-3-methylbutanamido)-5-ureidopentanamido)phenethyl)-N-methyl-L-valinate C(C)(C)(C)OC(=O)N[C@H](C(=O)N[C@H](C(=O)NC1=CC=C(CCN([C@@H](C(C)C)C(=O)OCC2=CC=CC=C2)C)C=C1)CCCNC(=O)N)C(C)C